C(CCCCCCCCCCCCC)(=O)OC(C)C Tetradecanoic acid, 1-methylethyl ester